C1(=CC=CC=C1)C1=C(C(=NN=N1)C1=C(C=CC=C1)C1=C(C=CC=2[Se]C3=C(C21)C=CC=C3)C3=C(C(=CC=2C1=CC=CC=C1CC32)C3=CC=CC=C3)C3=CC=CC=C3)C3=CC=CC=C3 (diphenyltriazinyl)[(diphenylfluorenyl)dibenzoselenophenyl]Benzene